2-(3,4-epoxycyclohexyl)ethyl-(Methyl)diethoxysilane C1(CC2C(CC1)O2)CC[Si](OCC)(OCC)C